7-chloro-2-methylpyrido[4,3-d]pyrimidin-4-ol ClC1=CC=2N=C(N=C(C2C=N1)O)C